C(C)(C)(C)OC(=O)N1C(=CC2=CC=C(C=C12)OC)CN1CCN(CC1)C1=NC=NC=C1CC ((4-(5-ethylpyrimidin-4-yl)piperazin-1-yl)methyl)-6-methoxy-1H-indole-1-carboxylic acid tert-butyl ester